COC(=O)C1=NN(C(=C1)C1=CC(=CC=C1)OC1CC1)C=1C=CC=C2C=NN(C12)COCC[Si](C)(C)C 5-(3-Cyclopropoxyphenyl)-1-(1-[[2-(trimethylsilyl)ethoxy]methyl]-1H-indazol-7-yl)-1H-pyrazole-3-carboxylic acid methyl ester